C(C)OC(C(C)C1CCC(CC1)C1=CC(=NC=C1)C)=O 2-(4-(2-methylpyridin-4-yl)cyclohexyl)propanoic acid ethyl ester